3-(Bromomethyl)-5-(trifluoromethyl)-1H-pyridazin-6-one BrCC1=NNC(C(=C1)C(F)(F)F)=O